5-[4-[[cyclopropyl-(propyl)amino]methyl]-2-fluoro-6-hydroxy-phenyl]-1,1-dioxo-1,2,5-thiadiazolidin-3-one C1(CC1)N(CCC)CC1=CC(=C(C(=C1)O)N1CC(NS1(=O)=O)=O)F